CC1=C(C=C(C=C1)N1C(NCC1)=O)[N+](=O)[O-] 1-(4-methyl-3-nitro-phenyl)imidazolidin-2-one